2-(5-(2-((5,6-dihydro-4H-cyclopenta[c]thiophen-5-yl)amino)pyrimidin-5-yl)-1,3,4-oxadiazol-2-yl)-1-(1,4,6,7-tetrahydro-5H-[1,2,3]triazolo[4,5-c]pyridin-5-yl)ethan-1-on C=1SC=C2C1CC(C2)NC2=NC=C(C=N2)C2=NN=C(O2)CC(=O)N2CC1=C(CC2)NN=N1